azelayl-arginine C(CCCCCCCC(=O)O)(=O)N[C@@H](CCCNC(N)=N)C(=O)O